N,N-dimethylmethan-amine CN(C)C